C(C)N(CCNC(C(CCSCCC(=O)OCC#CCCCCCCC)NC(C(CCCCCCCC)CCCCCC)=O)=O)CC dec-2-yn-1-yl 3-((4-((2-(diethylamino)ethyl)amino)-3-(2-hexyldecanamido)-4-oxobutyl)thio)propanoate